C(C)(=O)N1CC2=CC3=NC(=C(C=C3N2C(CC1)=O)C)N(CC1=CC=C(C=C1)OC)CC1=CC=C(C=C1)OC 11-acetyl-5-[bis[(4-methoxyphenyl)methyl]amino]-4-methyl-1,6,11-triazatricyclo[7.5.0.02,7]tetradeca-2,4,6,8-tetraen-14-one